N-(6-Bromothiazolo[4,5-b]pyridin-2-yl)-4-(2-methoxyphenyl)-6-methylnicotinamide BrC=1C=C2C(=NC1)N=C(S2)NC(C2=CN=C(C=C2C2=C(C=CC=C2)OC)C)=O